C(#N)C1=CC(=C(C=C1)CC(=O)C1=C(C(=O)OC)C=C(C=C1[N+](=O)[O-])F)F methyl 2-[2-(4-cyano-2-fluorophenyl) acetyl]-5-fluoro-3-nitrobenzoate